cyclobutyl-(6-methoxy-2-(2-(methoxymethyl)-7-methylquinoxalin-5-yl)benzo[d]Thiazol-4-yl)methanol C1(CCC1)C(O)C1=CC(=CC2=C1N=C(S2)C2=C1N=CC(=NC1=CC(=C2)C)COC)OC